N-(1-(4-(dimethylamino)-4-methylpent-2-ynoyl)-4-fluoropiperidine-4-carbonyl)-N-methyl-L-valine tert-butyl ester C(C)(C)(C)OC([C@@H](N(C)C(=O)C1(CCN(CC1)C(C#CC(C)(C)N(C)C)=O)F)C(C)C)=O